ClC=1N=C(C2=C(N1)C(N(C2)C(C)C)=O)NC=2N=CN(C2)C2=CC(=C(C(=C2)OC)OC)OC 2-chloro-6-isopropyl-4-((1-(3,4,5-trimethoxyphenyl)-1H-imidazol-4-yl)amino)-5H-pyrrolo[3,4-d]pyrimidin-7(6H)-one